1-fluoro-N-((6S,7S)-5-(1-(methoxymethyl)cyclopropane-1-carbonyl)-6-((2,3',5'-trifluoro-[1,1'-biphenyl]-3-yl)methyl)-5-azaspiro[2.4]heptan-7-yl)methanesulfonamide FCS(=O)(=O)N[C@@H]1[C@@H](N(CC12CC2)C(=O)C2(CC2)COC)CC=2C(=C(C=CC2)C2=CC(=CC(=C2)F)F)F